2-(5-methoxy-1H-indol-3-yl)ethan-1-aminium chloride [Cl-].COC=1C=C2C(=CNC2=CC1)CC[NH3+]